(S)-N-[(R)-(4,5-dichloro-2-hydroxyphenyl)([1-[3-hydroxy-3-(hydroxymethyl)azetidine-1-carbonyl]piperidin-4-yl])methyl]-2-methylpropane-2-sulfinamide ClC1=CC(=C(C=C1Cl)[C@H](N[S@@](=O)C(C)(C)C)C1CCN(CC1)C(=O)N1CC(C1)(CO)O)O